(3R)-3-[(2S)-1-(tert-butoxy)-3-(5-formylthiophen-3-yl)-1-oxopropane-2-yl]pyrrolidine-1-carboxylic acid tert-butyl ester C(C)(C)(C)OC(=O)N1C[C@H](CC1)[C@@H](C(=O)OC(C)(C)C)CC1=CSC(=C1)C=O